C(C)(C)(C)OC(=O)NN[C@](C(=O)[O-])(CC1=CC(=C(C=C1)OC)OC)C (S)-2-(2-(tert-butoxycarbonyl) hydrazino)-3-(3,4-dimethoxyphenyl)-2-methylpropionate